C(C)(C)(C)OC(NC(C(=O)NCC1=NC=CC=C1SC1CCCC1)(C)C)=O (1-(((3-(cyclopentylsulfanyl)pyridin-2-yl)methyl)amino)-2-methyl-1-oxoprop-2-yl)carbamic acid tert-butyl ester